4-(4-aminophenyl)-5-methyl-N-(3-(morpholinesulfonyl)phenyl)pyrimidin-2-amine NC1=CC=C(C=C1)C1=NC(=NC=C1C)NC1=CC(=CC=C1)S(=O)(=O)N1CCOCC1